ClC=1N=C(N2N=C(N=CC21)N[C@H]2[C@@H](CN(CC2)C(=O)OC(C)(C)C)F)C2(CCC2)C tert-butyl (3R,4R)-4-{[5-chloro-7-(1-methylcyclobutyl)imidazo[4,3-f][1,2,4]triazin-2-yl]amino}-3-fluoropiperidine-1-carboxylate